tert-butyl 3-(1-((2-(trimethylsilyl)ethoxy)methyl)-1H-benzo[d]imidazol-4-yl)azetidine-1-carboxylate C[Si](CCOCN1C=NC2=C1C=CC=C2C2CN(C2)C(=O)OC(C)(C)C)(C)C